FC1(CCN(CC1)C1=NC(=CC(=N1)C1=NN=C(O1)C1=C(C=C(C=C1)NS(=O)(=O)CC1(CC1)O)N1CCC2(CC2)CC1)C)F N-(4-(5-(2-(4,4-Difluoropiperidin-1-yl)-6-methylpyrimidin-4-yl)-1,3,4-oxadiazol-2-yl)-3-(6-azaspiro[2.5]octan-6-yl)phenyl)-1-(1-hydroxycyclopropyl)methanesulfonamide